(1S,5R,6R)-N-(7-chloro-6-(1-((3R,4R)-4-hydroxy-3-methyltetrahydrofuran-3-yl)piperidin-4-yl)isoquinolin-3-yl)-2-(dimethylamino)bicyclo[3.1.0]hexane-6-carboxamide ClC1=C(C=C2C=C(N=CC2=C1)NC(=O)[C@@H]1[C@@H]2CCC([C@H]12)N(C)C)C1CCN(CC1)[C@@]1(COC[C@@H]1O)C